N1-(1-hydroxy-3-phenylpropan-2-yl)-N2-(3-(1-methyl-1H-imidazole-2-carbonyl)phenyl)oxalamide OCC(CC1=CC=CC=C1)NC(C(=O)NC1=CC(=CC=C1)C(=O)C=1N(C=CN1)C)=O